ethyl 5,7-dihydro-4H-spiro[benzo[d]thiazole-6,1'-cyclopropane]-2-carboxylate C12(CC1)CC1=C(N=C(S1)C(=O)OCC)CC2